FC(C=1C=CC(=NC1)OC=1C=CC(=C(C1)NC(=O)C1N(C(NC1)=O)C)OC)F N-(5-((5-(Difluoromethyl)pyridin-2-yl)oxy)-2-methoxyphenyl)-3-methyl-2-oxoimidazolidine-4-carboxamide